2-((2-bromo-5-methylpyridin-4-yl)oxy)ethan-1-ol BrC1=NC=C(C(=C1)OCCO)C